N-[2-[(3-chloro-2-fluorophenyl)methylamino]ethyl]carbamic acid tert-butyl ester C(C)(C)(C)OC(NCCNCC1=C(C(=CC=C1)Cl)F)=O